OCCN(C(C)=O)CCO N,N-Bis(2-hydroxyethyl)acetamide